PP Phosphino(phosphine)